CN(CC(CN1C2=CC=CC=C2SC=2C=CC=CC12)N(C)C)C N,N,N',N'-tetramethyl-3-(10H-phenothiazin-10-yl)-1,2-propanediamine